(tert-butyloxycarbonyl)-2-oxo-3-azabicyclo[3.1.0]Hexane-6-carboxylic acid C(C)(C)(C)OC(=O)C12C(NCC2C1C(=O)O)=O